rac-(1R,3S)-3-[2-(piperidin-4-ylamino)pyrimidin-5-yl]cyclopentyl N-(1-methylcyclopropyl)carbamate CC1(CC1)NC(O[C@H]1C[C@H](CC1)C=1C=NC(=NC1)NC1CCNCC1)=O |r|